tert-Butyl (3-cyano-4-(3-((3S,4R)-3-(dimethylamino)-4-hydroxypyrrolidin-1-yl)-5-fluoro-7,9-dihydrofuro[3,4-f]quinazolin-6-yl)-7-fluorothieno[3,2-c]pyridin-2-yl)carbamate C(#N)C1=C(SC2=C1C(=NC=C2F)C=2C1=C(C=3C=NC(=NC3C2F)N2C[C@@H]([C@@H](C2)O)N(C)C)COC1)NC(OC(C)(C)C)=O